Cl.COC=1C=C2CCN(CC2=CC1OC)CCC1=CC=C(C=C1)NC(=O)C1=CC=CC=2C(C3=CC=CC(=C3NC12)OC)=O N-(4-[2-(1,2,3,4-tetrahydro-6,7-dimethoxy-2-isoquinolyl)ethyl]phenyl)-9,10-dihydro-5-methoxy-9-oxo-4-acridinecarboxamide, hydrochloride salt